ClC1=C(C=C(N=N1)N1CC2CCC(C1)O2)N2CCOCC2 3-(6-chloro-5-morpholinopyridazin-3-yl)-8-oxa-3-azabicyclo[3.2.1]octane